(1R,4S)-4-(2-(1-((S)-2-(1,3,4-oxadiazol-2-yl)-5-oxa-2-azaspiro[3.4]oct-7-yl)piperidin-4-yl)-4-fluorophenyl)cyclohexane-1-ol O1C(=NN=C1)N1CC2(C1)OC[C@H](C2)N2CCC(CC2)C2=C(C=CC(=C2)F)C2CCC(CC2)O